F[C@H]1[C@H](CNC1)C=1C(=NC(=CC1)C1=CN=C2N1N=CC(=C2)C2(CC2)C(F)(F)F)N ((3S,4S)-4-fluoropyrrolidin-3-yl)-6-(7-(1-(trifluoromethyl)cyclopropyl)imidazo[1,2-b]pyridazin-3-yl)pyridin-2-amine